(2S,4S,6S)-2'-chloro-5',5'-dideuterio-2-methyl-6-(1-methyltriazol-4-yl)-1-(2,2,2-trifluoroacetyl)spiro[piperidine-4,7'-thieno[2,3-c]pyran]-4'-one ClC1=CC2=C([C@]3(OC(C2=O)([2H])[2H])C[C@@H](N([C@@H](C3)C=3N=NN(C3)C)C(C(F)(F)F)=O)C)S1